O1C(CCCC1)N1N=CC2=CC=C(C=C12)C1=C(C(=S)OC)C=CC=C1 methyl 2-(1-tetrahydropyran-2-ylindazol-6-yl)thiobenzoate